(+)-(R)-(5-amino-5-(1-(2-oxo-2-(prop-2-yn-1-ylamino)ethyl)-1H-tetrazol-5-yl)pentyl)boronic acid hydrochloride Cl.N[C@H](CCCCB(O)O)C1=NN=NN1CC(NCC#C)=O